(S)-2,4-diamino-6-((1-(1-(pyridin-3-yl)-1H-pyrrolo[2,3-b]pyridin-3-yl)ethyl)amino)pyrimidine-5-carbonitrile NC1=NC(=C(C(=N1)N)C#N)N[C@@H](C)C1=CN(C2=NC=CC=C21)C=2C=NC=CC2